5-(2-(2,2-dimethyltetrahydro-2H-pyran-4-yl)ethyl)-7-(4-hydroxythieno[3,2-d]pyrimidin-6-yl)-3-isopropyl-6-(5-methyl-1,3,4-oxadiazol-2-yl)-2,3-dihydrothieno[3,2-b]pyridine 1,1-dioxide CC1(OCCC(C1)CCC1=C(C(=C2C(=N1)C(CS2(=O)=O)C(C)C)C2=CC=1N=CN=C(C1S2)O)C=2OC(=NN2)C)C